(R)-7'-amino-2'-(3-(3,4-dihydroisoquinoline-2(1H)-yl)-2-hydroxypropyl)-2',3'-dihydro-1'H-spiro[cyclopropane-1,4'-isoquinoline]-1'-one NC1=CC=C2C3(CN(C(C2=C1)=O)C[C@@H](CN1CC2=CC=CC=C2CC1)O)CC3